S1C=C(C2=C1C=CC=C2)CCN(CC(=O)O)C(=O)OCC2C1=CC=CC=C1C=1C=CC=CC21 2-{[2-(1-benzothiophen-3-yl)ethyl]({[(9H-fluoren-9-yl)methoxy]carbonyl})amino}acetic acid